CC=1C=C(C=CC1C)C=1SC2=C(C=NC(C2=O)C(=O)OCC)N1 ethyl 2-(3,4-dimethylphenyl)-7-oxo-6,7-dihydrothiazolo[4,5-c]pyridine-6-carboxylate